OC1=C2C3C(C(OC2=CC(=C1C1=NNC(O1)=O)CCCCC)(C)C)CCC(=C3)C 5-(1-hydroxy-6,6,9-trimethyl-3-pentyl-6a,7,8,10a-tetrahydro-6H-benzo[c]chromen-2-yl)-1,3,4-oxadiazol-2(3H)-one